amino-8-oxooctanoic acid NC(C(=O)O)CCCCCC=O